aminoethyl-γ-aminopropyl-methyldimethoxysilane NCCCO[Si](OC)(C)CCCN